BrC1=C(C=CC(=C1)Cl)OC([2H])([2H])[2H] 2-bromo-4-chloro-1-(methoxy-d3)benzene